OC(C(=O)OCC)(CC(CC)=O)C(F)(F)F ethyl 2-hydroxy-4-oxo-2-(trifluoromethyl)hexanoate